3-{[(3S,4S)-4-Methyl-2-(2-methyl-5-phenyl-1,3-thiazol-4-carbonyl)-2-azabicyclo[3.1.1]heptan-3-yl]methoxy}isochinolin C[C@@H]1[C@H](N(C2CC1C2)C(=O)C=2N=C(SC2C2=CC=CC=C2)C)COC=2N=CC1=CC=CC=C1C2